diphenylantimony perfluoro-1-butanesulfonate FC(C(C(C(F)(F)F)(F)F)(F)F)(S(=O)(=O)[O-])F.C1(=CC=CC=C1)[Sb+]C1=CC=CC=C1